C1(CC1)C1=CC(=NC=2N1N=C(C2)C2=C(C=C(C=C2)N2C[C@H](CC2)OC(C(C)C)=O)F)C(=O)N2[C@@H](C1=CC=CC=C1CC2)C ((S)-1-(4-{7-cyclopropyl-5-[(1R)-1-methyl-1,2,3,4-tetrahydroisoquinoline-2-carbonyl]pyrazolo[1,5-a]pyrimidin-2-yl}-3-fluorophenyl)pyrrolidin-3-yl)-2-methylpropanoate